N,N-diethyl-4-nitroaniline C(C)N(C1=CC=C(C=C1)[N+](=O)[O-])CC